1-bromo-4-(11-dodecen-1-yl)benzene BrC1=CC=C(C=C1)CCCCCCCCCCC=C